sodium 3-oxo-4-(methoxycarbonyl)-5-amyl-1-cyclohexene O=C1C=CCC(C1C(=O)OC)CCCCC.[Na]